(E)-N-(3-((3,5-bis(trifluoromethyl)benzylidene)amino)-6-(propylamino)pyridin-2-yl)ethanesulfonamide FC(C=1C=C(\C=N\C=2C(=NC(=CC2)NCCC)NS(=O)(=O)CC)C=C(C1)C(F)(F)F)(F)F